6-(2-(4-Fluoro-3-methylphenyl)pyridin-3-yl)-N-(3-morpholinopropyl)imidazo[1,2-a]pyridine-3-carboxamide FC1=C(C=C(C=C1)C1=NC=CC=C1C=1C=CC=2N(C1)C(=CN2)C(=O)NCCCN2CCOCC2)C